OC1=C(C=C(C=C1C(C)(C)C)C)N1N=C2C(=N1)C=CC=C2 2-(2'-Hydroxy-3'-t-butyl-5'-methylphenyl)benzotriazole